N-(5-(5-Fluoro-2-methylpyridin-4-yl)pyrazolo[1,5-a]pyridin-2-yl)cyclopropanecarboxamide FC=1C(=CC(=NC1)C)C1=CC=2N(C=C1)N=C(C2)NC(=O)C2CC2